7α-methyl-17,19-dihydroxy-4-androstene-3-one C[C@H]1[C@H]2[C@@H]3CCC([C@@]3(C)CC[C@@H]2[C@]2(CCC(C=C2C1)=O)CO)O